2-(1-cyclopropyl-1H-pyrazol-4-yl)tetrahydro-2H-pyran-4-ol C1(CC1)N1N=CC(=C1)C1OCCC(C1)O